NCCC(CCCCCC)N 1,3-diaminononane